N-((3R,4S)-4-((2-(2,6-dichloro-3,5-dimethoxyphenyl)-4-(3,3-difluoropyrrolidin-1-yl)pyrido[3,4-d]pyrimidin-6-yl)amino)tetrahydrofuran-3-yl)acrylamide ClC1=C(C(=C(C=C1OC)OC)Cl)C=1N=C(C2=C(N1)C=NC(=C2)N[C@H]2[C@H](COC2)NC(C=C)=O)N2CC(CC2)(F)F